4-ethoxyfluorene C(C)OC1=CC=CC=2CC3=CC=CC=C3C12